COC1=CC=C(C=C1)C2=CC(=O)C3=C(C(=C(C=C3O2)OC)O)OC The molecule is a trimethoxyflavone that is the 5,7,4'-trimethyl ether derivative of scutellarein. It has a role as a plant metabolite. It is a monohydroxyflavone and a trimethoxyflavone. It derives from a scutellarein.